CC=1N(C(C2=C(N1)C=NC(=N2)N2CC(OCC2)C=2C=NN(C2)C)=O)C 2,3-dimethyl-6-[2-(1-methylpyrazol-4-yl)morpholino]pyrimido[5,4-d]pyrimidin-4-one